1-(5-(2-Isopropylpyrimidin-4-yl)-4-methylthiazol-2-yl)-3-(4-(morpholinomethyl)-3-(trifluoromethyl)phenyl)urea C(C)(C)C1=NC=CC(=N1)C1=C(N=C(S1)NC(=O)NC1=CC(=C(C=C1)CN1CCOCC1)C(F)(F)F)C